ethyl 4-[6-(2-isopropylsulfanyl-pyridin-3-yl)-naphthalen-2-yloxy]-butanoate C(C)(C)SC1=NC=CC=C1C=1C=C2C=CC(=CC2=CC1)OCCCC(=O)OCC